FC(OC1=C(C=CC(=C1)F)[C@H]1[C@H](O[C@@]([C@@H]1C)(C(F)(F)F)C)C(=O)NC1=CC(=NC=C1)C(=O)NC)F (2S,3S,4R,5S)-4-[[3-[2-(difluoromethoxy)-4-fluoro-phenyl]-4,5-dimethyl-5-(trifluoromethyl)tetrahydrofuran-2-carbonyl]amino]-N-methyl-pyridine-2-carboxamide